Methyl-2'-[(6-methylpyridin-3-yl)methyl]-2',5'-dihydrospiro[cyclopropane-1,4'-furo[2,3-g]indazole]-7'-carboxylic acid ethyl ester C(C)OC(=O)C1=CC2=C(CC3(C4=C(N(N=C24)CC=2C=NC(=CC2)C)C)CC3)O1